ClC1=C(OC2=CC=CC3=C2NC(=NS3(=O)=O)NCC3OCCC3)C=CC=C1 5-(2-chlorophenoxy)-3-(((tetrahydrofuran-2-yl)methyl)amino)-4H-benzo[e][1,2,4]thiadiazine 1,1-dioxide